5-Bromo-2-chloro-N-(piperidin-2-ylmethyl)pyridine-3-sulfonamide BrC=1C=C(C(=NC1)Cl)S(=O)(=O)NCC1NCCCC1